N1(CCCCCC1)CCNC(=O)C1CCN(CC1)C1=NN=C(C=2C1=NN(C2C)C2=CC=C(C=C2)C)C N-(2-(azepan-1-yl)ethyl)-1-(3,4-dimethyl-2-(p-tolyl)-2H-pyrazolo[3,4-d]pyridazin-7-yl)piperidine-4-carboxamide